CN(C)CC1CCN2[C@@H]([C@@H]([C@@H]2CN(C1)C(=O)NC1=CC=C(C=C1)OC)C1=CC=C(C=C1)C#CC1=CC=CC=C1)CO (8R,9R,10S)-4-((dimethylamino)methyl)-10-(hydroxymethyl)-N-(4-methoxyphenyl)-9-(4-(2-phenylethynyl)phenyl)-1,6-diazabicyclo[6.2.0]decane-6-carboxamide